6-[8-(1,3-benzothiazol-2-ylcarbamoyl)-3,4-dihydroisoquinolin-2(1H)-yl]-3-[3-(cyclohexyloxy)-2-methylphenyl]pyridine-2-carboxylic acid S1C(=NC2=C1C=CC=C2)NC(=O)C=2C=CC=C1CCN(CC21)C2=CC=C(C(=N2)C(=O)O)C2=C(C(=CC=C2)OC2CCCCC2)C